Cl.Cl.N1CCC12CCN(CC2)C2=CC=C(C=N2)C=2C=1N(C=C(C2)OCCN2CCOCC2)N=CC1C#N 4-(6-(1,7-diazaspiro[3.5]non-7-yl)pyridin-3-yl)-6-(2-morpholinoethoxy)pyrazolo[1,5-a]pyridine-3-carbonitrile dihydrochloride